[C@H]12CC(C[C@@H]2C1)N1C(C=CC2=C1N=C(N=C2)S(=O)(=O)C)=O 8-((1R,3R,5S)-bicyclo[3.1.0]hexan-3-yl)-2-(methylsulfonyl)pyrido[2,3-d]pyrimidin-7(8H)-one